racemic-dimethylsilyl-bis(2-methyl-4-phenyl-indenyl)zirconium dichloride [Cl-].[Cl-].C[SiH](C)[Zr+2](C1C(=CC2=C(C=CC=C12)C1=CC=CC=C1)C)C1C(=CC2=C(C=CC=C12)C1=CC=CC=C1)C